C(C)N(CCC[Si](C)(C)OCC)CC (3-diethylaminopropyl)ethoxydimethylsilane